methyl (2R,3S)-3-(4-amino-3-fluorophenyl)-2-propionamidobutanoate NC1=C(C=C(C=C1)[C@@H]([C@H](C(=O)OC)NC(CC)=O)C)F